N-(2-fluoro-4-(6-(1-methyl-1H-pyrazol-4-yl)pyrazolo[1,5-a]pyridin-4-yl)benzyl)-5-(1-methylcyclopropyl)-1,2,4-oxadiazole-3-carboxamide FC1=C(CNC(=O)C2=NOC(=N2)C2(CC2)C)C=CC(=C1)C=1C=2N(C=C(C1)C=1C=NN(C1)C)N=CC2